4-bromo-2-(2,2-dimethylbenzo[d][1,3]Dioxolan-5-yl)-6-methylpyridazin-3(2H)-one BrC=1C(N(N=C(C1)C)C1=CC2=C(OC(O2)(C)C)C=C1)=O